Methyl-4-{[3-({5-[3-amino-2,6-dioxo-4-(trifluoromethyl)-3,6-dihydropyrimidin-1(2H)-yl]-2-chloro-4-fluorophenyl}sulfanyl)pyridin-2-yl]oxy}butanoat COC(CCCOC1=NC=CC=C1SC1=C(C=C(C(=C1)N1C(N(C(=CC1=O)C(F)(F)F)N)=O)F)Cl)=O